tertiary butyl-amide C(C)(C)(C)[NH-]